(R)-6-(2-(4'-chloro-3'-(trifluoromethoxy)-[1,1'-biphenyl]-3-yl)-2-hydroxyacetyl)-2-(1-phenylcyclopropyl)-3,5,6,7,8,9-hexahydro-4H-pyrimido[5,4-c]azepin-4-one ClC1=C(C=C(C=C1)C1=CC(=CC=C1)[C@H](C(=O)N1CC2=C(CCC1)N=C(NC2=O)C2(CC2)C2=CC=CC=C2)O)OC(F)(F)F